4-(2,2-dibromovinyl)quinoline BrC(=CC1=CC=NC2=CC=CC=C12)Br